NC1(CC(C1)(F)F)C(=O)OC(C)(C)C Tert-Butyl 1-Amino-3,3-Difluorocyclobutane-1-Carboxylate